tert-butyl 4-((7-(3-hydroxy-4-(methoxycarbonyl)phenyl)-4-methyl-1,4-diazepan-1-yl)methyl)-5-methoxy-7-methyl-1H-indole-1-carboxylate OC=1C=C(C=CC1C(=O)OC)C1CCN(CCN1CC1=C2C=CN(C2=C(C=C1OC)C)C(=O)OC(C)(C)C)C